Methyl 4-methoxy-2-((4-(trifluoromethyl)phenyl)amino)quinoline-7-carboxylate COC1=CC(=NC2=CC(=CC=C12)C(=O)OC)NC1=CC=C(C=C1)C(F)(F)F